C(C)OC(=O)C=1C(=NC2=CC(=CC=C2C1)Br)COCC(=O)OCC 7-bromo-2-((2-ethoxy-2-oxoethoxy)methyl)quinoline-3-carboxylic acid ethyl ester